CN(C)CC1=CC(=NN1CC)S(=O)(=O)N 5-((dimethylamino)methyl)-1-ethyl-1H-pyrazole-3-sulfonamide